CNC1=NN=C(C=C1N)Cl 6-chloro-N3-methylpyridazine-3,4-diamine